2-((2-cyclopropylthiazol-5-yl)methyl)-6-(2-(2,2,2-trifluoroethoxy)pyrimidin-5-yl)pyridazin-3(2H)-one C1(CC1)C=1SC(=CN1)CN1N=C(C=CC1=O)C=1C=NC(=NC1)OCC(F)(F)F